FC(OC=1C=2N(C=C(C1)C(F)(F)F)C[C@@]1(CC[C@H](C3=C(C(=CC=C13)C#N)F)O)N2)F (1'S,4'R)-8-(difluoromethoxy)-5'-fluoro-4'-hydroxy-6-(trifluoromethyl)-3',4'-dihydro-2'H,3H-spiro[imidazo[1,2-a]pyridine-2,1'-naphthalene]-6'-carbonitrile